5-bromo-1,3,4-oxadiazol-2-amine BrC1=NN=C(O1)N